(5R)-5-[[[5-[2-fluoro-6-hydroxy-4-(trifluoromethyl)phenyl]pyrido[2,3-d]pyridazin-8-yl]amino]methyl]pyrrolidin-2-one FC1=C(C(=CC(=C1)C(F)(F)F)O)C1=C2C(=C(N=N1)NC[C@H]1CCC(N1)=O)N=CC=C2